4-cyclopropyl-6-((S)-3-hydroxypyrrolidine-1-carbonyl)-2-(3-((R)-1-(4-methyl-4H-1,2,4-triazol-3-yl)propan-2-yl)phenyl)isoindolin-1-one C1(CC1)C1=C2CN(C(C2=CC(=C1)C(=O)N1C[C@H](CC1)O)=O)C1=CC(=CC=C1)[C@@H](CC1=NN=CN1C)C